(3S,4S)-N3,N4-bis((1S,2R)-2-phenylcyclopropyl)-1-(4-((R)-2,2,2-trifluoro-1-(((S)-2-heptanamido-3-(hexylamino)-3-oxopropyl)amino)ethyl)benzoyl)pyrrolidine-3,4-dicarboxamide C1(=CC=CC=C1)[C@@H]1[C@H](C1)NC(=O)[C@@H]1CN(C[C@H]1C(=O)N[C@@H]1[C@H](C1)C1=CC=CC=C1)C(C1=CC=C(C=C1)[C@H](C(F)(F)F)NC[C@@H](C(=O)NCCCCCC)NC(CCCCCC)=O)=O